F[B-](F)(F)F.C1(CCCCC1)P(C1CCCCC1)C1CCCCC1 tri(cyclohexyl)phosphine tetrafluoroborate